8-cyclopropyl-6-(2,4-dimethoxy-pyrimidin-5-yl)-2-methyl-imidazo[1,2-b]pyridazine C1(CC1)C=1C=2N(N=C(C1)C=1C(=NC(=NC1)OC)OC)C=C(N2)C